(2S)-2-[[1-cis-[4-[(3-methoxy-4-methyl-phenyl)carbamoyl]cyclohexyl]-2-oxo-3H-benzoimidazol-4-yl]carbamoyl]azetidine-1-carboxylic acid tert-butyl ester C(C)(C)(C)OC(=O)N1[C@@H](CC1)C(NC1=CC=CC=2NC(N(C21)C2CCC(CC2)C(NC2=CC(=C(C=C2)C)OC)=O)=O)=O